ClCN1CCC(C(=C1)C(F)F)=O 1-(chloromethyl)-5-(difluoromethyl)-4-oxo-3H-pyridin